COC1=CC=C(N1C(CC)CCCCC)C=O 5-methoxy-1-(octane-3-yl)-1H-pyrrole-2-carbaldehyde